6-(3-((5-(3-chloro-3-methoxyphenyl)-1H-pyrrolo[2,3-b]Pyridin-4-yl)amino)piperidin-1-yl)nicotinonitrile ClC1(CC(=CC=C1)C=1C(=C2C(=NC1)NC=C2)NC2CN(CCC2)C2=NC=C(C#N)C=C2)OC